2-((1R,6S)-3-methyl-6-(prop-1-en-2-yl)cyclohex-2-enyl)-5-pentylbenzene-1,3-diol CC1=C[C@H]([C@H](CC1)C(=C)C)C1=C(C=C(C=C1O)CCCCC)O